bis(triphenylphosphino)palladium (II) dichloride C1(=CC=CC=C1)P(C1=CC=CC=C1)(C1=CC=CC=C1)[Pd-2](P(C1=CC=CC=C1)(C1=CC=CC=C1)C1=CC=CC=C1)(Cl)Cl